Cl[Au-]=C1N(CCN1C1=C(C=C(C=C1)F)F)C1=C(C=C(C=C1)F)F chloro-[1,3-bis(2,4-difluorophenyl)imidazoline-2-ylidene]gold(-1)